4-methyl-5-[3-methyl-7-[[5-(4-methylpiperazine-1-carbonyl)-2-pyridinyl]amino]imidazo[4,5-b]pyridin-5-yl]oxy-pyridine-2-carbonitrile CC1=CC(=NC=C1OC1=CC(=C2C(=N1)N(C=N2)C)NC2=NC=C(C=C2)C(=O)N2CCN(CC2)C)C#N